(1S,2S,5R)-4-oxo-3,8-diazabicyclo[3.2.1]octane-2-carboxylic acid methyl ester COC(=O)[C@@H]1[C@@H]2CC[C@H](C(N1)=O)N2